(methoxymethyl)-1-{[6-(propan-2-yl)-5,6,7,8-tetrahydro-1,6-naphthyridin-3-yl]methyl}-1H-pyrazole-4-carboxamide COCC1=NN(C=C1C(=O)N)CC=1C=NC=2CCN(CC2C1)C(C)C